cis-2-(4-fluoropyrrolidin-3-yl)propan-2-ol TFA salt OC(=O)C(F)(F)F.F[C@@H]1[C@@H](CNC1)C(C)(C)O